NOC(C)O aminooxyethanol